6-(1-ethyl-1H-pyrazol-5-yl)-3,4-dihydronaphthalen-1(2H)-one C(C)N1N=CC=C1C=1C=C2CCCC(C2=CC1)=O